5-chloro-N-(3-cyclopropyl-5-(((3R,5S)-3,5-dimethylpiperazin-1-yl)methyl)phenyl)-4-(6-methyl-1H-indol-3-yl)pyrimidin-2-amine ClC=1C(=NC(=NC1)NC1=CC(=CC(=C1)CN1C[C@H](N[C@H](C1)C)C)C1CC1)C1=CNC2=CC(=CC=C12)C